tert-butyl (3S,4S)-4-(2-aminothiazol-5-yl)-3-fluoro-piperidine-1-carboxylate NC=1SC(=CN1)[C@@H]1[C@@H](CN(CC1)C(=O)OC(C)(C)C)F